[SH3+].COC1=CC=C(C=C1)C=1SC=CC1 p-methoxyphenylthiophene sulfonium salt